N\C(\C(=O)OCC)=N/N1C(CCC12CCOCC2)=O (Z)-ethyl 2-amino-2-((2-oxo-8-oxa-1-azaspiro[4.5]decan-1-yl)imino)acetate